C1(=CC=CC=C1)C=1N(C2=CC=CC=C2C1)C1OC(C2=CC=CC=C12)=O 3-(2-phenyl-1H-indol-1-yl)isobenzofuran-1(3H)-one